(R)-N-(2-methoxy-4-(4-methyl-1,4-diazepan-1-yl)phenyl)-6-(3-phenylisoxazolidin-2-yl)pyrimidin-4-amine COC1=C(C=CC(=C1)N1CCN(CCC1)C)NC1=NC=NC(=C1)N1OCC[C@@H]1C1=CC=CC=C1